Dipropyl (2-(4-chlorophenyl)-2-methylpropanoyl)-L-valyl-D-glutamate ClC1=CC=C(C=C1)C(C(=O)N[C@@H](C(C)C)C(=O)N[C@H](CCC(=O)OCCC)C(=O)OCCC)(C)C